CN(C(=N)N(C)C)C 1,1,3,3-tetramethyl-guanidine